N-((3R,4S)-4-((4-(azetidin-1-yl)-2-(2,6-dichloro-3,5-dimethoxyphenyl)pyrido[3,4-d]pyrimidin-6-yl)amino)tetrahydrofuran-3-yl)acrylamide N1(CCC1)C=1C2=C(N=C(N1)C1=C(C(=CC(=C1Cl)OC)OC)Cl)C=NC(=C2)N[C@H]2[C@H](COC2)NC(C=C)=O